N-[4-(6-butyryl-4-methylpyridin-3-yl)imidazo[1,2-a]1,6-naphthyridin-8-yl]acetamide C(CCC)(=O)C1=CC(=C(C=N1)C=1C=2N(C3=CC(=NC=C3C1)NC(C)=O)C=CN2)C